FC=1C(=CC(=C(NCC#CC=2C=C(C3=C(N(C=N3)CC(F)(F)F)C2)C(=O)N[C@@H]2[C@H](CN(CC2)CCOC)C)C1)OC)C(NC)=O 6-[3-[5-Fluoro-2-methoxy-4-(methylcarbamoyl)anilino]prop-1-ynyl]-N-[(3S,4S)-1-(2-methoxyethyl)-3-methyl-4-piperidyl]-1-(2,2,2-trifluoroethyl)benzimidazole-4-carboxamide